tert-butyl N-[2-[1-[3-(2,4-dioxohexahydropyrimidin-1-yl)-5-fluoro-1-methyl-indazol-6-yl]-4-piperidyl]ethyl]carbamate O=C1N(CCC(N1)=O)C1=NN(C2=CC(=C(C=C12)F)N1CCC(CC1)CCNC(OC(C)(C)C)=O)C